C1(=CC=CC=C1)S(=O)O.C1(=C(C=CC=C1)N)N phenylenediamine benzenesulfinate salt